NC1=C(C(=NC=N1)OC1=C(C=C(C=C1)NC(=O)C=1C=NN(C1C(F)(F)F)C1=NC=CC(=C1)O)F)Cl N-[4-(6-Amino-5-chloro-pyrimidin-4-yl)oxy-3-fluoro-phenyl]-1-(4-hydroxy-2-pyridyl)-5-(trifluoromethyl)Pyrazole-4-carboxamide